Bis(dodecylphenyl)iodonium hexafluorophosphate F[P-](F)(F)(F)(F)F.C(CCCCCCCCCCC)C1=C(C=CC=C1)[I+]C1=C(C=CC=C1)CCCCCCCCCCCC